1H-pyrrolo[2,3-b]Pyridine potassium salt [K].N1C=CC=2C1=NC=CC2